2-[(2E)-2-(aminomethyl)-3-fluoroprop-2-en-1-yl]-4-[6-(4-methyl-3,4-dihydro-2H-1,4-benzoxazin-7-yl)pyridin-2-yl]-2,4-dihydro-3H-1,2,4-triazol-3-one hydrochloride Cl.NC/C(/CN1N=CN(C1=O)C1=NC(=CC=C1)C1=CC2=C(N(CCO2)C)C=C1)=C\F